N1=C(C=CC=C1)CN1N=CC(=C1)N [(pyridin-2-yl)methyl]1H-pyrazol-4-amine